C(C)(C)C1=NC(=CC(=C1NC(=O)N(S(=O)(=N)C=1C=NN2C1OCC(C2)(C)C)C(C2=CC=CC=C2)(C2=CC=CC=C2)C2=CC=CC=C2)C(C)C)OC N-((2,4-diisopropyl-6-methoxypyridin-3-yl)carbamoyl)-6,6-dimethyl-N-trityl-6,7-dihydro-5H-pyrazolo[5,1-b][1,3]oxazine-3-sulfonimidamide